ClC1=CNC=2N=C(N=C(C21)NC)NC2=C(C=C(C=C2)P2(CCN(CC2)C2CC2)=O)OC 4-(4-((5-chloro-4-(methylamino)-7H-pyrrolo[2,3-d]pyrimidin-2-yl)amino)-3-methoxyphenyl)-1-cyclopropyl-1,4-azaphosphinane 4-oxide